[6-(3-cyclopropyl-1,2,4-triazol-1-yl)-2-azaspiro[3.3]heptan-2-yl]-[6-[(4-fluoro-2-methylsulfonyl-phenyl)methyl]-2-azaspiro[3.3]heptan-2-yl]methanone C1(CC1)C1=NN(C=N1)C1CC2(CN(C2)C(=O)N2CC3(C2)CC(C3)CC3=C(C=C(C=C3)F)S(=O)(=O)C)C1